[Hf].[Re] rhenium-hafnium